C/1=C/CC\C=C/CC1 (1Z,5Z)-1,5-cyclooctadiene